(S)-2-(4-(6-((1,3,4-thiadiazol-2-yl)methoxy)pyridin-2-yl)-2,5-difluorobenzyl)-1-(oxetan-2-ylmethyl)-1H-benzo[d]imidazole-6-carboxylic acid S1C(=NN=C1)COC1=CC=CC(=N1)C1=CC(=C(CC2=NC3=C(N2C[C@H]2OCC2)C=C(C=C3)C(=O)O)C=C1F)F